ClC1=C2C(=NC=C1C1=C(C(=CC=C1)C(N(C)C)=O)F)NC[C@]21C[C@@](CC1)(C(=O)N)C (1R,3R)-4'-Chloro-5'-(3-(dimethylcarbamoyl)-2-fluorophenyl)-3-methyl-1',2'-dihydrospiro[cyclopentane-1,3'-pyrrolo[2,3-b]pyridine]-3-carboxamide